ClC=1C(=C(C(=C(C1Cl)Cl)Cl)C=1C2=CC(=C(C(=C2OC2=C(C(C(=CC12)Br)=O)Br)Br)O)Br)C(=O)O 9-(3,4,5,6-tetrachloro-2-carboxyphenyl)-6-hydroxy-2,4,5,7-tetrabromo-3H-xanthen-3-one